3,5-O-dinonanoyl-sorbitol C(CCCCCCCC)(=O)[C@]([C@H](CO)O)(O)[C@H](O)[C@H](OC(CCCCCCCC)=O)CO